NC=1C(=NC(=C(N1)C1=CC=C(C=C1)F)C1=CN(C(C=C1)=O)C)CNC(C1=C(C=CC=C1F)F)=O N-((3-amino-5-(4-fluorophenyl)-6-(1-methyl-6-oxo-1,6-dihydropyridin-3-yl)pyrazin-2-yl)methyl)-2,6-difluorobenzamide